[Cu].N1=C(C=CC=C1)C1=NC(=NC(=C1)C1=CC=C(C=C1)C1=CC=NC=C1)N 4-(pyridine-2-yl)-6-(4-(pyridine-4-yl)phenyl)pyrimidine-2-amine copper